O1CCN(C2=C1C=CC=C2)NC(=O)C=2C=NC1=C(C=CC=C1C2N2CCS(CC2)(=O)=O)C2=C(C(=CC(=C2)F)F)F N-(2,3-dihydro-1,4-benzoxazin-4-yl)-4-(1,1-dioxo-1,4-thiazinan-4-yl)-8-(2,3,5-trifluorophenyl)quinoline-3-carboxamide